CN1C(NC2=C1C=CC=C2)=O 1-methyl-1,3-dihydro-2H-benzo[d]imidazol-2-one